C(C)(=O)NC=1C=C(C=CC1C(NC=1SC(=C(N1)C)[N+](=O)[O-])=O)NC(C(=O)O)CCCCCCCC ((3-acetamido-4-((4-methyl-5-nitrothiazol-2-yl)carbamoyl)phenyl)amino)decanoic acid